N-(2-hydroxyethyl)-N-methyl-3,4,5-tris(octadecyloxy)benzamide OCCN(C(C1=CC(=C(C(=C1)OCCCCCCCCCCCCCCCCCC)OCCCCCCCCCCCCCCCCCC)OCCCCCCCCCCCCCCCCCC)=O)C